C(C)(=O)N1CCN(CC1)S(=O)(=O)C=1C=C(C=CC1)C(CC#N)N1N=CC(=C1)C=1C2=C(N=CN1)NC=C2 3-{3-[(4-acetylpiperazin-1-yl)-sulfonyl]phenyl}-3-[4-(7H-pyrrolo[2,3-d]pyrimidin-4-yl)-1H-pyrazol-1-yl]propanenitrile